C(CCC)[Fe](CCCC)(CCCC)(CCCC)(Cl)(Cl)(Cl)Cl tetrabutyl-iron tetrachloride